NC1=C(SC(=C1)C1=CC=C(C=C1)N1CCOCC1)C(=O)N[C@@H]1CN(CCC1)C(=O)OCCCC butyl (S)-3-(3-amino-5-(4-morpholinophenyl)thiophene-2-carboxamido)piperidine-1-carboxylate